2-aminobutan-1-ol NC(CO)CC